1,3-bis(4-chlorobenzoyl)benzene ClC1=CC=C(C(=O)C2=CC(=CC=C2)C(C2=CC=C(C=C2)Cl)=O)C=C1